CC1=CC(=NC=N1)N (6-methyl-pyrimidin-4-yl)-amine